CC=1N=CNC1O 4-methyl-5-hydroxyimidazole